[NH4+].OCC.OCC.OCC tri(2-hydroxyethan) ammonium